(S)-4-(((3-fluoro-5-methoxy-2'-methyl-3'-(4,4,5,5-tetramethyl-1,3,2-dioxaborolan-2-yl)-[1,1'-biphenyl]-4-yl)methyl)(methyl)amino)pyrrolidin-2-one FC=1C=C(C=C(C1CN([C@H]1CC(NC1)=O)C)OC)C1=C(C(=CC=C1)B1OC(C(O1)(C)C)(C)C)C